BrC=1C=CC(=NC1)N1CCN(CC1)C 1-(5-bromo-pyridin-2-yl)-4-methyl-piperazine